N1=C(NC2=C1C=CC=C2)CCCCC benzimidazolylpentane